N1C(=NC=C1)C#CC1=CC=C(OC2=C(N=NN2)C(=O)O)C=C1 5-(4-(2-(1H-imidazol-2-yl)ethynyl)phenoxy)-1H-1,2,3-triazole-4-carboxylic acid